(2R)-2-[6-[(2-chloro-4-pyridyl)methylamino]-2-prop-1-ynyl-purin-9-yl]tetrahydrothiophene ClC1=NC=CC(=C1)CNC1=C2N=CN(C2=NC(=N1)C#CC)[C@@H]1SCCC1